C(C)(=O)NC(C(=O)NCC(=O)O)C(C1=CC=C(C=C1)OC1=CC=CC=C1)=O N-(2-acetamido-3-oxo-3-(4-phenoxyphenyl)propionyl)glycine